3-chloro-6-(3,3-difluoroazetidin-1-yl)pyridazine ClC=1N=NC(=CC1)N1CC(C1)(F)F